5-(prop-1-en-2-yl)benzo[b]thiophene-7-carbonitrile C=C(C)C1=CC2=C(SC=C2)C(=C1)C#N